N-[[4-(1-phenylazetidin-3-yl)-2-pyridinyl]methyl]carbamic acid tert-butyl ester C(C)(C)(C)OC(NCC1=NC=CC(=C1)C1CN(C1)C1=CC=CC=C1)=O